4-(bromomethyl)-5-(5-chloropyrimidin-2-yl)oxy-2-(trifluoromethyl)quinazoline BrCC1=NC(=NC2=CC=CC(=C12)OC1=NC=C(C=N1)Cl)C(F)(F)F